N,N'-dimethylguanidine CNC(=N)NC